CN(C/C=C/C(=O)N1[C@@H](CN(CC1)C=1C=CC=2N=CN=C(C2N1)NC1=CC(=C(C=C1)CC1=CC2=C(N(C=N2)C)C=C1)C)C)C (R,E)-4-(dimethylamino)-1-(2-methyl-4-(4-((3-methyl-4-((1-methyl-1H-benzo[d]imidazol-5-yl)methyl)phenyl)amino)pyrido[3,2-d]pyrimidin-6-yl)piperazin-1-yl)but-2-en-1-one